Cl.NC1=NCC2N1C1=C(CC3=C2C=CC=C3)C=CC=C1 3-amino-9,13b-dihydro-1H-dibenzo[c,f]imidazo[1,5-a]azepine hydrochloride